NCCC(C)S 1-aminobutan-3-thiol